((R)-1-(2-aminopyridin-3-yl)ethyl)-8-fluoro-5-methoxy-7-(6-methyl-1-(tetrahydro-2H-pyran-2-yl)-5-(trifluoromethyl)-1H-indazol-4-yl)-2-(methylthio)pyrido[4,3-d]pyrimidin-4-amine NC1=NC=CC=C1[C@@H](C)NC=1C2=C(N=C(N1)SC)C(=C(N=C2OC)C2=C1C=NN(C1=CC(=C2C(F)(F)F)C)C2OCCCC2)F